C12N(CC(CC1)C2)CC[C@H](CSC2=CC=CC=C2)NC(OC(C)(C)C)=O tert-butyl ((2R)-4-(2-azabicyclo[2.2.1]heptan-2-yl)-1-(phenylthio)butan-2-yl)carbamate